CN(C(CN1CCN(CC1)C)=O)C1=CC=C(C=C1)N\C(=C\1/C(NC2=CC=C(C=C12)C(=O)OC)=O)\C1=CC=C(C=C1)[N+](=O)[O-] Methyl (Z)-3-(((4-(N-methyl-2-(4-methylpiperazin-1-yl)acetamido)phenyl)amino)(4-nitrophenyl)methylene)-2-oxoindoline-5-carboxylate